2-((3-((4-chlorophenyl)fluoromethyl)-1,2,4-oxadiazol-5-yl)methyl)propenoic acid ClC1=CC=C(C=C1)C(C1=NOC(=N1)CC(C(=O)O)=C)F